2-1-ethyl-3-(3-dimethylaminopropyl)carbodiimide chloride salt [Cl-].C(C)C(CN=C=N)CN(C)C